C(C)OC(=O)C=1N(C=C(C1C)C(C)(O)C1=CC(=C(C=C1)C(F)(F)F)F)S(=O)(=O)C1=CC=C(C=C1)C 4-(1-(3-fluoro-4-(trifluoromethyl)phenyl)-1-hydroxyethyl)-3-methyl-1-(4-methylbenzene-1-sulfonyl)-1H-pyrrole-2-carboxylic acid ethyl ester